C(C)(C)(C)OC(=O)N1[C@H]2CC(C[C@@H]1C(C2)(F)F)=O |r| (±)-(1S,5R)-6,6-difluoro-3-oxo-8-azabicyclo[3.2.1]Octane-8-carboxylic acid tert-butyl ester